C(C)S(=O)(=O)C1=CC=C(CNC(C2=CC=C(C=C2)N2[C@H](CC(C2)C2=CC=C(C=C2)C(F)(F)F)COC)=O)C=C1 N-(4-(ethylsulfonyl)benzyl)-4-((2R)-2-(methoxymethyl)-4-(4-(trifluoromethyl)phenyl)pyrrolidin-1-yl)benzamide